O1C(OCCC1)[C@H](C)N1CN(C(C2=C1N=C(C(=C2)F)N2N=C(N(C2=O)CC)CO)=O)C2=C(C=CC=C2F)Cl (S)-1-(1-(1,3-Dioxan-2-yl)ethyl)-3-(2-chloro-6-fluorophenyl)-7-(4-ethyl-3-(hydroxymethyl)-5-oxo-4,5-dihydro-1H-1,2,4-triazol-1-yl)-6-fluoro-2,3-dihydropyrido[2,3-d]pyrimidin-4(1H)-one